ClC1=C(C=CC(=C1)O[Si](C)(C)C(C)(C)C)B(O)O 2-CHLORO-4-[((1,1-DIMETHYLETHYL)DIMETHYLSILYL)OXY]PHENYLBORONIC ACID